benzo[c]phenanthrene-6-ylboronic acid C1=CC=CC=2C=C(C=3C=CC=4C=CC=CC4C3C21)B(O)O